N1C=CC=2C1=NC=C(C2)OC2=CC(=NC=C2C(=O)NS(=O)(=O)C2=CC(=C(C=C2)NC(=O)C2CCNCC2)[N+](=O)[O-])N2CCC1(CC(C1)N1C(CCC1)C1=C(C=CC=C1)C(C)C)CC2 4-((1H-pyrrolo[2,3-b]pyridin-5-yl)oxy)-6-(2-(2-(2-isopropylphenyl)pyrrolidin-1-yl)-7-Azaspiro[3.5]nonan-7-yl)-N-((3-nitro-4-(piperidine-4-carboxamido)phenyl)sulfonyl)nicotinamide